CN(C=CC(=O)C1=CC=2N(C=C1)N=CC2C(=O)OC)C methyl 5-(3-(dimethylamino)acryloyl)pyrazolo[1,5-a]pyridine-3-carboxylate